C(C)(C)(C)OC(=O)C=1C=C(C=CC1)C1=CC=C(C=C1)OC 4'-methoxy-[1,1'-biphenyl]-3-carboxylic acid tert-butyl ester